3-(5-((4-([2,2'-bithiophen]-5-ylmethyl)piperazin-1-yl)methyl)-1-oxoisoindolin-2-yl)piperidine-2,6-dione S1C(=CC=C1CN1CCN(CC1)CC=1C=C2CN(C(C2=CC1)=O)C1C(NC(CC1)=O)=O)C=1SC=CC1